FC1=C(C(=CC(=C1)C(C(=O)OC)(C)C)F)C=1C=C(SC1)B(O)O (4-(2,6-difluoro-4-(1-methoxy-2-methyl-1-oxopropan-2-yl)phenyl)thiophen-2-yl)boronic acid